(Z)-(3-(2-chlorophenyl)thiazol-2(3H)-ylidene)carbamic acid ethyl ester C(C)OC(\N=C\1/SC=CN1C1=C(C=CC=C1)Cl)=O